1-(4,6-dichloropyridin-3-yl)-2-methoxyethan-1-one ClC1=C(C=NC(=C1)Cl)C(COC)=O